4-(4-chloroquinolin-6-yl)tetrahydro-2H-pyran-4-ol ClC1=CC=NC2=CC=C(C=C12)C1(CCOCC1)O